2-(1-cyclopropyl-4-piperidyl)-5-(4,4,5,5-tetramethyl-1,3,2-dioxaborolan-2-yl)-1,3-benzothiazole C1(CC1)N1CCC(CC1)C=1SC2=C(N1)C=C(C=C2)B2OC(C(O2)(C)C)(C)C